1,5-dimethyl-2-(phenylethynyl)-1H-indole CN1C(=CC2=CC(=CC=C12)C)C#CC1=CC=CC=C1